((3-Methyl-5-(2-phenylacetamido)phenyl)carbamoyl)(3-(pyridin-2-ylmethyl)-1,2,3-oxadiazol-3-ium-5-yl)amide CC=1C=C(C=C(C1)NC(CC1=CC=CC=C1)=O)NC(=O)[N-]C1=C[N+](=NO1)CC1=NC=CC=C1